FC1=CC(=C(C=C1)B(O)O)S(=O)(=O)C 4-FLUORO-2-(METHYLSULFONYL)PHENYLBORONIC ACID